3-(4-(2-fluorophenoxy)phenyl)-N,N-bis(4-methoxybenzyl)imidazo[1,5-c]pyrimidin-5-amine FC1=C(OC2=CC=C(C=C2)C2=NC=C3N2C(=NC=C3)N(CC3=CC=C(C=C3)OC)CC3=CC=C(C=C3)OC)C=CC=C1